[Li+].[N+](=O)([O-])C=1C=C(C(=O)[O-])C=C(C1)[N+](=O)[O-] 3,5-Dinitrobenzoic acid lithium salt